C(=O)C1=CC=C(OP2(=NP(=NP(=N2)(OC2=CC=C(C=C2)C=O)OC2=CC=C(C=C2)C=O)(OC2=CC=C(C=C2)C=O)OC2=CC=C(C=C2)C=O)OC2=CC=C(C=C2)C=O)C=C1 hexa(4-formylphenoxy)cyclotriphosphazene